copper bistriphenylphosphine borohydride [BH4-].C1(=CC=CC=C1)P(C1=CC=CC=C1)C1=CC=CC=C1.C1(=CC=CC=C1)P(C1=CC=CC=C1)C1=CC=CC=C1.[Cu+2].[BH4-]